CNC=1C=2N(N=C(C1)NC=1C(N(C=CC1)C1=NC=CC=C1)=O)C(=CN2)C(=O)N 8-(methylamino)-6-((2-oxo-2H-[1,2'-bipyridin]-3-yl)amino)imidazo[1,2-b]pyridazine-3-carboxamide